1-(9Z,12Z,15Z-octadecatrienoyl)-2-(4Z,7Z,10Z,13Z,16Z,19Z-docosahexaenoyl)-glycero-3-phosphocholine CC/C=C\C/C=C\C/C=C\CCCCCCCC(=O)OC[C@H](COP(=O)([O-])OCC[N+](C)(C)C)OC(=O)CC/C=C\C/C=C\C/C=C\C/C=C\C/C=C\C/C=C\CC